4-((1S,2R,5S)-2-((5-cyclopropyl-7-methyl-1H-indol-4-yl)oxy)-5-hydroxycyclohexyl)benzoic acid C1(CC1)C=1C(=C2C=CNC2=C(C1)C)O[C@H]1[C@@H](C[C@H](CC1)O)C1=CC=C(C(=O)O)C=C1